tert-butyl (5R)-7-[(2S)-1-(benzyloxy)-3-methyl-1-oxobutan-2-yl]-6-oxo-2,7-diazaspiro[4.4]nonane-2-carboxylate C(C1=CC=CC=C1)OC([C@H](C(C)C)N1C([C@@]2(CCN(C2)C(=O)OC(C)(C)C)CC1)=O)=O